2-(tert-butyl) 3-methyl (1R,3R,5R)-2-azabicyclo[3.1.0]hexane-2,3-dicarboxylate [C@@H]12N([C@H](C[C@H]2C1)C(=O)OC)C(=O)OC(C)(C)C